5-((4-((4-Bromothiazol-2-yl)methyl)-6-fluoro-1-(phenylsulfonyl)-1H-indol-5-yl)oxy)-2-fluorobenzonitrile BrC=1N=C(SC1)CC1=C2C=CN(C2=CC(=C1OC=1C=CC(=C(C#N)C1)F)F)S(=O)(=O)C1=CC=CC=C1